2-(2-methoxyphenyl) ethylene oxide COC1=C(C=CC=C1)C1CO1